C1(CCCCC1)NS(=O)(=O)N1SC2=C(C=C1)C=CC=C2 N-cyclohexyl-2-benzothiazinylsulfonamide